3-iodopyridin IC=1C=NC=CC1